1-[3-(methyldiethoxysilyl)phenyl]-1-phenylethylene C[Si](C=1C=C(C=CC1)C(=C)C1=CC=CC=C1)(OCC)OCC